5',6'-dihydro-[2,3'-bipyridine]-1'(2'H)-carboxylate N1=C(C=CC=C1)C=1CN(CCC1)C(=O)[O-]